disodium xanthine N1C(=O)NC=2N=CNC2C1=O.[Na].[Na]